C(C1=CC=CC=C1)OC1=CC=C(C=C1)C[C@@H](C(=O)OC)NC(CC1CCN(CC1)C(CCC=1C=C(C=CC1)C)=O)=O Methyl (S)-3-(4-(benzyloxy)phenyl)-2-(2-(1-(3-(m-tolyl)propanoyl)piperidin-4-yl)acetamido)propanoate